[N+](=[N-])=NCC(=O)N diazoglycinamide